ClC1=CC=C(C=N1)C=1N=NN(C1)CC1=C(C=C(C=C1)C=1OC(=NN1)C(F)F)F 2-(4-((4-(6-chloropyridin-3-yl)-1H-1,2,3-triazol-1-yl)methyl)-3-fluorophenyl)-5-(difluoromethyl)-1,3,4-oxadiazole